(S)-3-(2,6-difluoro-4-((2R,3S)-2-methyl-3-((5-(3-(trifluoromethyl)bicyclo[1.1.1]pentan-1-yl)-1,3,4-oxadiazol-2-yl)amino)azetidin-1-yl)phenyl)piperidine FC1=C(C(=CC(=C1)N1[C@@H]([C@H](C1)NC=1OC(=NN1)C12CC(C1)(C2)C(F)(F)F)C)F)[C@H]2CNCCC2